FC(C1=C(OC=2C3=C(N=C(N2)NCCO)CNCC3)C=CC=C1)(F)F 2-([4-[2-(Trifluoromethyl)phenoxy]-5H,6H,7H,8H-pyrido[3,4-d]pyrimidin-2-yl]amino)ethan-1-ol